C(C)(=O)N[C@H]1C[C@H](CCC1)C(=O)NC1=NC=C(C(=C1)C1=CC2=C(N=NN2C(C)C)C(=C1)F)Cl (1S,3R)-3-acetylamino-N-[5-chloro-4-(7-fluoro-3-propan-2-ylbenzotriazol-5-yl)pyridin-2-yl]Cyclohexane-1-carboxamide